CNC(CC)C1=NC=C(C=C1)C(F)(F)F N-methyl-1-[5-(trifluoromethyl)-2-pyridyl]propan-1-amine